1-(3-chloro-2-fluorobenzyl)-4-((3-fluoro-4-(3-hydroxyazetidin-1-yl)-6-((5-methyl-1H-pyrazol-3-yl)amino)pyridin-2-yl)methyl)-piperidine-4-carboxylic acid ClC=1C(=C(CN2CCC(CC2)(C(=O)O)CC2=NC(=CC(=C2F)N2CC(C2)O)NC2=NNC(=C2)C)C=CC1)F